COC(C[C@@H](C1=CC=C(C=C1)C1=C(N=CS1)C)NC(=O)[C@H]1N(C[C@@H](C1)O)C(C(C(C)C)C1=CC(=NO1)C)=O)=O (3S)-3-((2S,4R)-4-hydroxy-1-(3-methyl-2-(3-methylisoxazol-5-yl)butyryl)pyrrolidine-2-carboxamido)-3-(4-(4-methylthiazol-5-yl)phenyl)propionic acid methyl ester